C(C)C=1N(C=2N(C(C1N1CCN(CC1)C(C1=NC=CC=C1O)=O)=O)N=C(N2)C=2CCOC(C2)=O)CC(=O)NC2=C(C=C(C=C2)C(F)(F)F)C 2-(5-ethyl-6-(4-(3-hydroxypicolinoyl)piperazin-1-yl)-7-oxo-2-(6-oxo-3,6-dihydro-2H-pyran-4-yl)-[1,2,4]triazolo[1,5-a]pyrimidin-4(7H)-yl)-N-(2-methyl-4-(trifluoromethyl)phenyl)acetamide